C(C1=CC=CC=C1)OC(=O)N1C(C(OCC1)CN[C@H]1[C@@H](C1)C1=CC=CC=C1)F fluoro-2-(((trans-2-phenylcyclopropyl)amino)methyl)morpholine-4-carboxylic acid benzyl ester